Cl.NCCCC1=C(C(=O)O)C=CC(=C1)NC(C[C@H]1C=2N(C3=C(C(=N1)C1=CC=C(C=C1)Cl)C(=C(S3)C)C)C(=NN2)C)=O (S)-2-(3-aminopropyl)-4-(2-(4-(4-chlorophenyl)-2,3,9-trimethyl-6H-thieno[3,2-f][1,2,4]triazolo[4,3-a][1,4]diazepin-6-yl)acetamido)benzoic acid hydrochloride